[C@H]12CN(C[C@H](CC1)N2)C2=CC(=NC1=C(C(=C(C=C21)Cl)C2=CC(=CC1=CC=CC=C21)O)F)N2CC(C2)N(C)C 4-((S or R)-4-((1R,5S)-3,8-diazabicyclo[3.2.1]octan-3-yl)-6-chloro-2-(3-(dimethylamino)azetidin-1-yl)-8-fluoroquinolin-7-yl)naphthalen-2-ol